ClC1=C(C=C(C=C1)NC1=NC=C(C(=N1)NC=1C=CC2=C(NC(O2)=O)C1)C)OC 5-[2-(4-Chloro-3-methoxy-phenylamino)-5-methyl-pyrimidin-4-ylamino]-3H-benzooxazol-2-one